(+/-)-(1S,3R)-3-((2-(acetoxymethyl)-6-bromopyridin-3-yl)oxy)cyclohexane-1-carboxylic acid isopropyl ester C(C)(C)OC(=O)[C@@H]1C[C@@H](CCC1)OC=1C(=NC(=CC1)Br)COC(C)=O |r|